CC1=NC(=NN1C\C=C/CO)C(=O)O.OC\C=C/CN1N=C(N=C1)C(=O)OC Methyl (Z)-1-(4-hydroxybut-2-en-1-yl)-1H-1,2,4-triazole-3-carboxylate (Methyl (Z)-1-(4-hydroxybut-2-en-1-yl)-1H-1,2,4-triazole-3-carboxylate)